tert-butyl (2R,5S)-4-[7-(4-cyano-2-pyridinyl)-5-methyl-5-(5-methyl-1,3,4-oxadiazol-2-yl)-6H-pyrrolo[2,3-d]pyrimidin-4-yl]-2,5-dimethylpiperazine-1-carboxylate C(#N)C1=CC(=NC=C1)N1CC(C2=C1N=CN=C2N2C[C@H](N(C[C@@H]2C)C(=O)OC(C)(C)C)C)(C=2OC(=NN2)C)C